2-trimethylsilylethyl N-(4-methyl-6,7-dihydro-5H-cyclopenta[b]pyridin-6-yl)carbamate CC1=C2C(=NC=C1)CC(C2)NC(OCC[Si](C)(C)C)=O